1-[4-[4-[6-Chloro-4-(trifluoromethyl)-2-pyridinyl]piperazin-1-yl]sulfonylphenyl]-4-(piperazin-1-ylmethyl)pyrrolidin-2-one ClC1=CC(=CC(=N1)N1CCN(CC1)S(=O)(=O)C1=CC=C(C=C1)N1C(CC(C1)CN1CCNCC1)=O)C(F)(F)F